(3-methacrylamidopropyl)dimethylammonium C(C(=C)C)(=O)NCCC[NH+](C)C